2,4-Difluorobenzyl (1-hydroxy-3,3-dimethyl-1,3-dihydrobenzo[c][1,2]oxaborole-6-carbonyl)-L-valinate OB1OC(C2=C1C=C(C=C2)C(=O)N[C@@H](C(C)C)C(=O)OCC2=C(C=C(C=C2)F)F)(C)C